C(C)(C)(C)N(C(O)=O)C(C)(C)C1=CC=C(C=C1)Br.C(CC(C)C)C1(C2=NC=NC2=NC=N1)N 6-(isopentyl)adenine tert-butyl-(2-(4-bromophenyl)propan-2-yl)carbamate